(E)-N-[1-(3-bromophenyl)ethylidene]hydroxylamine BrC=1C=C(C=CC1)\C(\C)=N\O